(R)-3-((1-(2-(2-methoxyphenyl)-2-((tetrahydro-2H-pyran-4-yl)oxy)ethyl)-5-methyl-6-(oxazol-2-yl)-2,4-dioxa-1,4-dihydrothieno[2,3-d]pyrimidin-3(2H)-yl)methyl)cyclobutane-1-carboxamide COC1=C(C=CC=C1)[C@H](CN1ON(OC2=C1SC(=C2C)C=2OC=CN2)CC2CC(C2)C(=O)N)OC2CCOCC2